[O-]CCC.[O-]CCC.[O-]CCC.C(O)C(CC)(CO)CO trimethylolpropane tripropoxide